N-(4-{[6,7-bis(methyloxy)quinolin-4-yl]oxy}phenyl)-N'-(4-fluorophenyl)-1-(phenylmethyl)azetidine-3,3-dicarboxamide COC=1C=C2C(=CC=NC2=CC1OC)OC1=CC=C(C=C1)NC(=O)C1(CN(C1)CC1=CC=CC=C1)C(=O)NC1=CC=C(C=C1)F